3-[6-(methyl-amino)pyridin-3-yl]-7-[(1S)-1-[(2r,4r)-2-(amino-methyl)-6-oxo-5-oxa-7-azaspiro[3.4]octan-7-yl]ethyl]-1H-indole-2-carboxylic acid CNC1=CC=C(C=N1)C1=C(NC2=C(C=CC=C12)[C@H](C)N1C(OC2(CC(C2)CN)C1)=O)C(=O)O